C(C)(C)OC(=O)OCOP(OCOC(=O)OC(C)C)(=O)CO[C@@H](CN1C2=NC=NC(=C2N=C1)N)C (R)-[[2-(6-Amino-9H-purin-9-yl)-1-methylethoxy]methyl]phosphonic acid bis-(isopropoxy carbonyloxymethyl) ester